COC(C=C)=O.CN(CCCCCCCCC)C 9-(dimethylamino)nonane (methyl)acrylate